tert-butyl ((6-cyclopropyl-8-(2-oxooxazolidin-3-yl)-[1,2,4]triazolo[1,5-a]pyridin-2-yl)methyl)carbamate C1(CC1)C=1C=C(C=2N(C1)N=C(N2)CNC(OC(C)(C)C)=O)N2C(OCC2)=O